gamma-Glutamyl-gamma-aminobutyrate N[C@@H](CCC(=O)OC(CCCN)=O)C(=O)O